NC1(C=2C3=C(C=CC4=CC=C5C=CC=C1C5=C43)C=CC2)N diamino-6H-benzo[cd]pyrene